1-trimethoxysilylethyldimethylsilyl-3-(diethylamino)(trimethoxysilylpropylamino)methylsilylethyldimethylsilylbenzene CO[Si](C(C)C=1C(=C(C(=C(C1)[SiH](C)C)CC[SiH2]CNCCC[Si](OC)(OC)OC)N(CC)CC)[SiH](C)C)(OC)OC